Cl.NC=1C=CC(=NC1C)C=1N=NN(C1NC(O[C@H](C)C=1C(=NC=C(C1)F)F)=O)C (R)-1-(2,5-difluoropyridin-3-yl)ethyl (4-(5-amino-6-methylpyridin-2-yl)-1-methyl-1H-1,2,3-triazol-5-yl)carbamate hydrochloride